5-azido-1-diazopentan-2-one N(=[N+]=[N-])CCCC(C=[N+]=[N-])=O